[Pd].[Ag].[Cu].[Au] Gold-Copper-Silver-Palladium